C1(CCCC1)N(C1=NC=C(C=C1C(=O)OCC)S(N(C)C)(=O)=O)C ethyl 2-[cyclopentyl(methyl)amino]-5-(dimethylsulfamoyl)pyridine-3-carboxylate